4-methyl-N-(5-(2-morpholinoethyl)-1-((2-(trimethylsilyl)ethoxy)methyl)-1H-imidazol-2-yl)quinazolin-2-amine CC1=NC(=NC2=CC=CC=C12)NC=1N(C(=CN1)CCN1CCOCC1)COCC[Si](C)(C)C